C1(=CC=CC=C1)C1(C(N(C(CC1)=O)N)=O)C(C)=O 3-phenyl-acetyl-amino-2,6-piperidinedione